OC(CCOC[C@@H]1N(COC1=O)C(=O)OCC1C2=CC=CC=C2C=2C=CC=CC12)(C)C (9H-fluoren-9-yl)methyl (S)-4-((3-hydroxy-3-methylbutoxy)methyl)-5-oxooxazolidine-3-carboxylate